C(C(=C)C)(=O)OC1=NC2=C(OC13NC1=CC=CC=C1C3)C=CC3=CC=CC=C32 methacryloxyspiro[indoline-2,3'-[3H]-naphtho[2,1-b](1,4)oxazine]